6-((2R,3S)-2-amino-3-fluorobutyl)-7-bromo-2-chloro-N-((3,5-difluoropyridin-4-yl)methyl)pyrrolo[2,1-f][1,2,4]triazin-4-amine N[C@H](CC=1C=C2C(=NC(=NN2C1Br)Cl)NCC1=C(C=NC=C1F)F)[C@H](C)F